(S)-((1R,3S)-3-(3-(benzyloxycarbonylamino)-1H-pyrazol-5-yl)cyclopentyl)-2-methylpyrrolidine-1-carboxylate C(C1=CC=CC=C1)OC(=O)NC1=NNC(=C1)[C@@H]1C[C@@H](CC1)OC(=O)N1[C@H](CCC1)C